C1=CC=C(C=C1)C(=O)NC(CSCC(=O)O)C(=O)O N-benzoyl-S-(carboxymethyl)cysteine